CN(CCOC=1C=CC(=C(C(=O)N[C@H](C)C2=CC(=NC3=CC=CC=C23)C=2C=NN(C2)CCO)C1)C)C (R)-5-(2-(dimethylamino)ethoxy)-N-(1-(2-(1-(2-hydroxyethyl)-1H-pyrazol-4-yl)quinolin-4-yl)ethyl)-2-methylbenzamide